4-(1-((3-(difluoro-methyl)-1-methyl-1H-pyrazol-4-yl)sulfonyl)-1-fluoro-ethyl)-N-(pyridazin-4-yl)piperidine-1-carboxamide FC(C1=NN(C=C1S(=O)(=O)C(C)(F)C1CCN(CC1)C(=O)NC1=CN=NC=C1)C)F